FC1=CC=C(C=C1)C1(CCCC=2N=C3N(C=C(C=C3)C=3C=NC(=NC3)N3CCOCC3)C21)O 9-(4-fluorophenyl)-2-(2-morpholinopyrimidin-5-yl)-6,7,8,9-tetrahydrobenzo[4,5]imidazo[1,2-a]pyridin-9-ol